1-chloro-3-(2-isothiocyanato-1-methoxypropan-2-yl)benzene ClC1=CC(=CC=C1)C(COC)(C)N=C=S